(2S)-2-(2-tert-butoxycarbonyl-5-oxo-2,6-diazaspiro[3.4]oct-6-yl)-3-methyl-butyric acid C(C)(C)(C)OC(=O)N1CC2(C1)C(N(CC2)[C@H](C(=O)O)C(C)C)=O